C(CCC)(=O)ON(CC(O)CC(CCCCCCCC)CCCCCCCC)CCCC(=O)OCCCCCCCCCC 2-octyldecyl-((4-(decyloxy)-4-oxobutyl) (2-hydroxyethyl) amino) butyrate